Triacontene CCCCCCCCCCCCCCCCCCCCCCCCCCCCC=C